BrC=1C=C(C(C(=O)OC)=CC1Br)C(=O)OC dimethyl 4,5-dibromophthalate